P(O)(O)=O.P(OC)(OC)=O phosphonic acid, dimethyl ester phosphonate